BrC(CC)Br 1,1-dibromopropane